N(C1=NN=NN1)C1=NN=NN1 5,5'-iminobis(1H-tetrazole)